2-(2-fluoro-6-hydroxyphenyl)-4,5-dihydrothiazole-4-carbaldehyde FC1=C(C(=CC=C1)O)C=1SCC(N1)C=O